ClC(C=CC(F)(F)F)(C(F)(F)Cl)F 4,5-dichloro-1,1,1,4,5,5-hexafluoropent-2-ene